CN(C)CC(C)(O[Na])C dimethylamino-2-methyl-2-propoxysodium